C(C)(C)(C)OC(=O)NCC1=CC=C(C=C1)C1=C(N=CS1)C(=O)OCC ethyl 5-[4-({[(tert-butoxy)carbonyl]amino}methyl)phenyl]-1,3-thiazole-4-carboxylate